BrC=1C=CC(=C(N)C1)CN1N=CC=2C1=NC(=NC2)C=2C(=NC=NC2OCCC(OCC)OCC)C2CC2 5-bromo-2-((6-(4-cyclopropyl-6-(3,3-diethoxypropoxy)pyrimidin-5-yl)-1H-pyrazolo[3,4-d]pyrimidin-1-yl)methyl)aniline